CN(C=1SC2=C(N1)C=CC=C2)C2CN(CC2)CCCCOC2=CC=CC=C2 N-Methyl-N-(1-(4-phenoxybutyl)-3-pyrrolidinyl)-2-benzothiazolamine